ClC1=CC=C(C=C1)C=1C=C(C(N(N1)C1=CC(=CC=C1)F)=O)C(=O)N[C@@H]1CSC[C@@H]1O (-)-6-(4-chlorophenyl)-2-(3-fluorophenyl)-N-[(cis)-4-hydroxytetra-hydrothiophen-3-yl]-3-oxo-2,3-dihydropyridazine-4-carboxamide